tert-butyl (E)-5-ethoxycarbonyl-4,4-dimethyl-2-pentenoate C(C)OC(=O)CC(/C=C/C(=O)OC(C)(C)C)(C)C